5-methyl-octahydrocyclopenta[c]pyrrol-5-amine CC1(CC2C(CNC2)C1)N